FC1CNCCC1NC1=CC=CC2=C1SC(=C2CC#N)I 2-(7-((3-fluoropiperidin-4-yl)amino)-2-iodobenzo[b]Thiophen-3-yl)acetonitrile